(R)-5-{4-[4-(5-ethyl-3-methylpyridin-2-yl)piperazine-1-carbonyl]phenyl}-5-methylimidazolidine-2,4-dione C(C)C=1C=C(C(=NC1)N1CCN(CC1)C(=O)C1=CC=C(C=C1)[C@@]1(C(NC(N1)=O)=O)C)C